5-ethoxycarbonyl-6-methyl-4-(4'-acetamidophenyl)-3,4-dihydropyrimidine-2-thione C(C)OC(=O)C=1C(NC(NC1C)=S)C1=CC=C(C=C1)NC(C)=O